4-[4,5-Dicarboxy-2-[4-[(E)-3-oxo-3-phenylprop-1-enyl]phenoxy]phenyl]-5-[4-[(E)-3-oxo-3-phenylprop-1-enyl]phenoxy]phthalic acid C(=O)(O)C1=CC(=C(C=C1C(=O)O)C=1C=C(C(C(=O)O)=CC1OC1=CC=C(C=C1)\C=C\C(C1=CC=CC=C1)=O)C(=O)O)OC1=CC=C(C=C1)\C=C\C(C1=CC=CC=C1)=O